2,3-dioxo-1-(1-phenyl-1H-indol-6-yl)-1,2,3,4-tetrahydrothieno[2,3-b]pyrazine-7-carbonitrile O=C1N(C2=C(NC1=O)SC=C2C#N)C2=CC=C1C=CN(C1=C2)C2=CC=CC=C2